C1(CC1)[C@H](C1=CC=2N(N=C1)C=C(N2)[C@@H](NC(=O)C2=CC=NN2[C@H](C(F)(F)F)C)C2CCC(CC2)(F)F)NC(CCC(F)(F)F)=O |o1:22| N-((S)-(7-((R)-Cyclopropyl(4,4,4-trifluorobutanamido)methyl)imidazo[1,2-b]pyridazin-2-yl)(4,4-difluorocyclohexyl)methyl)-1-((S*)-1,1,1-trifluoropropan-2-yl)-1H-pyrazole-5-carboxamide